BrC=1N=C(N2C1C(=NC=C2)NCC2=C(C=C(C=C2)OC)OC)C2CC(CC2)(C(=O)O)C(C)C 3-(1-bromo-8-((2,4-dimethoxybenzyl)amino)imidazo[1,5-a]pyrazin-3-yl)-1-isopropylcyclopentanecarboxylic acid